1-(2,6-dibromopyridin-4-yl)-N,N-dimethylmethanamine BrC1=NC(=CC(=C1)CN(C)C)Br